tertbutyl 4-(4-methoxy-3-oxo-pentanoyl)piperazine-1-carboxylate COC(C(CC(=O)N1CCN(CC1)C(=O)OC(C)(C)C)=O)C